6-hydroxy-3,4-dihydro-2H-1-naphthone OC=1C=C2CCCC(C2=CC1)=O